FC1=CC=C(C=C1)N1CCN(C2=CC=CC=C12)C(CCN1C[C@H](CC1)O)=O (S)-1-(4-(4-fluorophenyl)-3,4-dihydroquinoxaline-1(2H)-yl)-3-(3-hydroxypyrrolidin-1-yl)propan-1-one